NCCC1(C(=C(SC1NC(C(CC)C1=CC=C(C=C1)F)=O)C(=O)N)C)C(=O)O 4-(2-aminoethyl)-5-(2-(4-fluorophenyl)butyrylamino)-3-methylthiophene-2,4-dicarboxylic acid amide